(1r,4r)-2'-bromo-4-(3-chloroanilino)spiro[cyclohexane-1,1'-indene]-4-carboxamide BrC=1C2(C3=CC=CC=C3C1)CCC(CC2)(C(=O)N)NC2=CC(=CC=C2)Cl